ClC1=CC=C(C=C1)C1C(CC=2OC3=C(C21)C=CC=C3)(C(=O)[O-])C(=O)[O-] 1-(4-chlorophenyl)-1,3-dihydro-2H-cyclopenta[b]benzofuran-2,2-dicarboxylate